Diethyl 2-((3-pyridin-2-ylureido)methylene)malonate N1=C(C=CC=C1)NC(NC=C(C(=O)OCC)C(=O)OCC)=O